(3-(1-(4-chlorophenyl)-3-(4-methylbenzyl)-2,5-dioxoimidazolin-4-yl)propionamido)-N-hydroxybenzamide ClC1=CC=C(C=C1)N1C(N(C(C1=O)CCC(=O)NC1=C(C(=O)NO)C=CC=C1)CC1=CC=C(C=C1)C)=O